tert-butyl ((1S,3S)-3-((5-chloro-2-ethoxybenzyl)amino)cyclopentyl)carbamate ClC=1C=CC(=C(CN[C@@H]2C[C@H](CC2)NC(OC(C)(C)C)=O)C1)OCC